2,6-Dichloronaphthalin ClC1=CC2=CC=C(C=C2C=C1)Cl